FC(COC)(F)C=1C=C(C=C(C1)[N+](=O)[O-])C(C)=NS(=O)C(C)(C)C N-(1-(3-(1,1-difluoro-2-methoxyethyl)-5-nitrophenyl)ethylidene)-2-methylpropane-2-sulfinamide